N1C[C@@H](CCC1)C1=CC=C(C=C1)N1N=C2C(=CC=CC2=C1)C(=O)N (S)-2-[4-(3-piperidinyl)phenyl]-2H-indazole-7-carboxamide